α-(15-Hydroxyhexadecyl)itaconic acid CC(CCCCCCCCCCCCCCC(C(=C)C(=O)O)C(=O)O)O